C12(CC3CC(CC(C1)C3)C2)NC(=O)C2=C(C=3C(N(C2=O)CCCC)=CN(N3)CCO)O N-(adamantan-1-yl)-4-(1-butyl)-4,5-dihydro-7-hydroxy-2-(2-hydroxyethyl)-5-oxo-2H-pyrazolo[4,3-b]pyridin-6-carboxamide